(S)-4-(1-(4-(4-((tert-butyldimethylsilyl)oxy)butyl)-2-isopropylpyridine-3-yl)-7-chloro-6-fluoro-2-oxo-1,2-dihydropyrido[2,3-d]Pyrimidine-4-yl)-3-methylpiperazine-1-carboxylic acid [Si](C)(C)(C(C)(C)C)OCCCCC1=C(C(=NC=C1)C(C)C)N1C(N=C(C2=C1N=C(C(=C2)F)Cl)N2[C@H](CN(CC2)C(=O)O)C)=O